(3S)-5-(dimethylamino)-3-[[3-(5-methyl-1,2,4-oxadiazol-3-yl)benzoyl]amino]pentanoic acid CN(CC[C@@H](CC(=O)O)NC(C1=CC(=CC=C1)C1=NOC(=N1)C)=O)C